C(C(C)C)OC1=NC=CC(=C1)[C@](O)(C1(CNC1)C)C1=CC=C(C=C1)C(C)C (S)-(2-isobutoxy-pyridin-4-yl)-(4-isopropyl-phenyl)-(3-methyl-azetidin-3-yl)-methanol